S1CC(CC1)OC=1C=C(C=CC1OC(F)F)N1C(=CC(C=C1C)=O)C (E)-1-(3-(tetrahydrothiophen-3-yl)oxy-4-difluoromethoxyphenyl)-2,6-dimethylpyridin-4(1H)-one